FC(C(C(C(C(C(C(C(C(C(C(C(C(C(C(C(C(C(F)(F)F)(F)F)(F)F)(F)F)(F)F)(F)F)(F)F)(F)F)(F)F)(F)F)(F)F)(F)F)(F)F)(F)F)(F)F)(F)F)(F)F)(S(=O)(=O)O)F PerfluorooctadecaneSulfonic Acid